C(C)(C)(C)OC(=O)N1CC=C(CC1)C1=CC=C(C=C1)N1N=CC2=CC(=C(C(=C12)F)OCC1=CC=CC=C1)F 4-(4-(6-(benzyloxy)-5,7-difluoro-1H-indazol-1-yl)phenyl)-5,6-dihydropyridine-1(2H)-carboxylic acid tert-butyl ester